2,2-dimethyl-3-ethylhexane CC(C)(C(CCC)CC)C